OCC1(CC1)CSCC S-((1-(hydroxymethyl)cyclopropyl)methyl)ethanethiol